3-((3,4-Difluorobenzyl)oxy)-6,7,8,9,9a,10-hexahydro-1H-pyrido[1',2':3,4]imidazo[1,2-c]pyrimidin-1-one FC=1C=C(COC=2C=C3N(C(N2)=O)CC2N3CCCC2)C=CC1F